methyl 5-((4-(cyclohexylamino)-5-methylpyrimidin-2-yl)amino)-2-(4,4,5,5-tetramethyl-1,3,2-dioxaborolan-2-yl)benzoate C1(CCCCC1)NC1=NC(=NC=C1C)NC=1C=CC(=C(C(=O)OC)C1)B1OC(C(O1)(C)C)(C)C